2-Chloro-N-(6-{[2-(2,6-dioxopiperidin-3-yl)-1,3-dioxo-2,3-dihydro-1H-isoindol-4-yl]amino}hexyl)acetamide ClCC(=O)NCCCCCCNC1=C2C(N(C(C2=CC=C1)=O)C1C(NC(CC1)=O)=O)=O